NCC1=NNC(C2=CC=C(C=C12)C1=CC(=NN1C)C(F)(F)F)=O 4-(aminomethyl)-6-(1-methyl-3-(trifluoromethyl)-1H-pyrazol-5-yl)phthalazin-1(2H)-one